OC1=C(C=NN1C1=NC=C(C=C1)C(C(C)C)=O)C1=CC=C(C#N)C=C1 4-(5-hydroxy-1-(5-isobutyrylpyridin-2-yl)-1H-pyrazol-4-yl)benzonitrile